(R)-3-(5-cyclopropyl-4-(4-methyl-5-(pyrrolidin-3-yl)pyrimidin-2-yl)isoxazol-3-yl)-1-isopropyl-1H-pyrazolo[3,4-d]pyrimidin-4-amine C1(CC1)C1=C(C(=NO1)C1=NN(C2=NC=NC(=C21)N)C(C)C)C2=NC=C(C(=N2)C)[C@@H]2CNCC2